(3R,5R,8R,9S,10S,13S,14S,17R)-3-ethyl-17-((2S,3S)-4-fluoro-3-hydroxybutan-2-yl)-10,13-dimethylhexadecahydro-1H-cyclopenta[a]phenanthren-3-ol C(C)[C@]1(CC[C@@]2([C@H]3CC[C@@]4([C@H](CC[C@H]4[C@@H]3CC[C@@H]2C1)[C@H](C)[C@@H](CF)O)C)C)O